8-(3,3-dimethylcyclohexyl)-9-(4-((1-(3-fluoropropyl)azetidin-3-yl)methyl)phenyl)-6,7-dihydro-5H-benzo[7]annulene-3-carboxylic acid hydrochloride Cl.CC1(CC(CCC1)C=1CCCC2=C(C1C1=CC=C(C=C1)CC1CN(C1)CCCF)C=CC(=C2)C(=O)O)C